Trans-tert-butyl 2-(2-chloro-6-(6-(methylcarbamoyl)pyrimidin-4-yl)pyridin-4-yl)-6-((methylsulfonyl)methyl)morpholine-4-carboxylate ClC1=NC(=CC(=C1)[C@@H]1CN(C[C@H](O1)CS(=O)(=O)C)C(=O)OC(C)(C)C)C1=NC=NC(=C1)C(NC)=O